4,6-dichloro-m-aminophenol ClC1=C(C=C(C(=C1)Cl)O)N